CC1=NN=C2N1N=CC1=C2CCCN1 3-Methyl-7,8,9,10-tetrahydropyrido[3,2-d][1,2,4]triazolo[4,3-b]pyridazine